tert-butyl benzo[4,5]imidazo[1,2-a]piperidin-9-ylcarbamate C1CCCC=2N1C1=C(N2)C=CC=C1NC(OC(C)(C)C)=O